BrC=1C=C(C=O)C=C(C1)[N+](=O)[O-] 3-bromo-5-nitro-benzaldehyde